5-fluoro-3-oxo-1-(2-oxoethyl)isoindoline-1-carboxylic acid methyl ester COC(=O)C1(NC(C2=CC(=CC=C12)F)=O)CC=O